C1(CCCCC1)[C@@H](C(=O)NC=1C=NC(=CC1)C=1C(=NNC1C)C)NC(=O)C1=CC=NN1C (S)-N-(1-cyclohexyl-2-((6-(3,5-dimethyl-1H-pyrazol-4-yl)pyridin-3-yl)amino)-2-oxoethyl)-1-methyl-1H-pyrazole-5-carboxamide